r-(4-methoxybenzyl)methanesulfonamide COC1=CC=C(CCS(=O)(=O)N)C=C1